8,8'-(((1S,4S)-4-hydroxy-1-methyl-cyclohexyl)azane-diyl)bis(N,N-didecyloctanamide) OC1CCC(CC1)(C)N(CCCCCCCC(=O)N(CCCCCCCCCC)CCCCCCCCCC)CCCCCCCC(=O)N(CCCCCCCCCC)CCCCCCCCCC